5-(4-fluorophenyl)-N-(4-methoxyphenyl)-1-methyl-2-oxo-3-(phenylseleno)pyrrolidine-3-carboxamide FC1=CC=C(C=C1)C1CC(C(N1C)=O)(C(=O)NC1=CC=C(C=C1)OC)[Se]C1=CC=CC=C1